(+)-γ-hydroxy-L-homoarginine C(CN=C(N)N)[C@H](C[C@@H](C(=O)O)N)O